C(#N)CC12CCC(CC1)(CC2)NC(=O)C=2C=NN1C2C(=CC=C1)CC1=CC=C(C=C1)C(F)(F)F N-[1-(cyanomethyl)-4-bicyclo[2.2.2]octanyl]-4-[[4-(trifluoromethyl)phenyl]methyl]pyrazolo[1,5-a]pyridine-3-carboxamide